FC(S(=O)(=O)OC1=CCC(C1)NC(=O)OC(C)(C)C)(F)F 4-((tert-butoxycarbonyl)amino)cyclopent-1-en-1-yl trifluoromethanesulfonate